tetrahydro-3H-spiro[isobenzofuran-1,4'-pyran] O1CCC2(CC1)OCC1=CC=CC=C12